OC1=CC=C(C=C1)/C=C/C(=O)O[C@H]1C(O[C@@H]([C@H]([C@@H]1O)O)CO)O [(3R,4S,5S,6R)-2,4,5-trihydroxy-6-(hydroxymethyl)oxan-3-yl] (E)-3-(4-hydroxyphenyl)prop-2-enoate